5-[2-[2-(2-azidoethoxy)ethoxy]ethylamino]-2-(2,6-dioxo-3-piperidyl)-6-fluoro-isoindoline-1,3-dione N(=[N+]=[N-])CCOCCOCCNC=1C=C2C(N(C(C2=CC1F)=O)C1C(NC(CC1)=O)=O)=O